Ethyl 5-(2-bromo-5-cyanophenyl)-1,3,4-oxadiazole-2-carboxylate BrC1=C(C=C(C=C1)C#N)C1=NN=C(O1)C(=O)OCC